FC1(CN(C1)C(=O)C=1N=C2N(N1)[C@H](CC2(F)F)C2=CC=CC=C2)F (3,3-difluoroazetidin-1-yl)-[(5R)-7,7-difluoro-5-phenyl-5,6-dihydropyrrolo[1,2-b][1,2,4]triazol-2-yl]methanone